trans-3-(7-methyl-2-(methylthio)-8-oxo-7,8-dihydro-9H-purin-9-yl)cyclobutane-1-carbonitrile CN1C(N(C2=NC(=NC=C12)SC)[C@@H]1C[C@H](C1)C#N)=O